Z-9-pentacosene CCCCCCCC\C=C/CCCCCCCCCCCCCCC